[Al].[Cr].[Fe].[Mo] Molybdenum-iron-chromium-aluminum